(4-Methylpiperidin-1-yl)-N-(1-(methylsulfonyl)piperidin-4-yl)-7-(1H-pyrazol-4-yl)-[1,2,4]triazolo[1,5-c]pyrimidin-2-amine CC1CCN(CC1)C1=NC(=CC=2N1N=C(N2)NC2CCN(CC2)S(=O)(=O)C)C=2C=NNC2